N-[4-(3-chloro-4-cyano-phenoxy)cyclohexyl]-6-[4-(dimethoxymethyl)-1-piperidyl]pyridazine-3-carboxamide ClC=1C=C(OC2CCC(CC2)NC(=O)C=2N=NC(=CC2)N2CCC(CC2)C(OC)OC)C=CC1C#N